FC1=C(C=CC=C1)C1=NC(=NC=2[C@]3([C@H](CCC12)[C@H](C(C(=C3)C#N)=O)C)C)C3=CN=CC1=CC=CC=C31 (6aR,7R,10aS)-4-(2-fluorophenyl)-2-(isoquinolin-4-yl)-7,10a-dimethyl-8-oxo-5,6,6a,7,8,10a-hexahydrobenzo[h]quinazoline-9-carbonitrile